7-fluoro-N4-(5-cyclopropyl-1H-pyrazol-3-yl)-N2-(2,4-difluorophenyl)quinazoline-2,4-diamine FC1=CC=C2C(=NC(=NC2=C1)NC1=C(C=C(C=C1)F)F)NC1=NNC(=C1)C1CC1